1-((2-((S)-Amino(4,4-difluorocyclohexyl)methyl)imidazo[1,2-b]pyridazin-7-yl)methyl)-4-methyl-1,3-diazepan-2-one N[C@H](C=1N=C2N(N=CC(=C2)CN2C(NC(CCC2)C)=O)C1)C1CCC(CC1)(F)F